C(CCCCCCCCCCCCCCCC)N(CCCCCCCCCCCCCCCCC)NCC(=O)NCCCCNCCCN di-heptadecylaminoglycyl-spermidine